NC=1N(C2=C(C=C(C=3CCN(CC23)C(=O)OC(C)(C)C)Br)N1)CCCCCOC1=C(C=NN1C)C1=NC(=CC(=C1)C(=O)[O-])C 2-[5-({5-[2-amino-5-bromo-8-(tert-butoxycarbonyl)-6H,7H,9H-imidazo[4,5-h]isoquinolin-1-yl] pentyl} oxy)-1-methylpyrazol-4-yl]-6-methylpyridine-4-carboxylate